tert-Butyl 2-{4-[(2,6-dioxopiperidin-3-yl)carbamoyl]-6-methoxy-2-methyl-1H-1,3-benzodiazol-1-yl}acetate O=C1NC(CCC1NC(=O)C1=CC(=CC=2N(C(=NC21)C)CC(=O)OC(C)(C)C)OC)=O